N1(CCNCC1)C1=NC=CC(=N1)NC1=CC=C(C=C1)C1=CC=CN=N1 6-(4-((2-(piperazin-1-yl)pyrimidin-4-yl)amino)phenyl)pyridazin